(E)-(1-(3-fluoro-5-((quinoxalin-6-ylmethylene)amino)pyridin-4-yl)pyrrolidin-3-yl)carbamate FC=1C=NC=C(C1N1CC(CC1)NC([O-])=O)/N=C/C=1C=C2N=CC=NC2=CC1